COC1=CC(=C(C=C1)C1=NN2C(=NC=3C=CC=CC3C2=N1)N[C@H]1C(NCCCC1)=O)C (3R)-3-{[2-(4-methoxy-2-methylphenyl)[1,2,4]triazolo[1,5-c]quinazolin-5-yl]amino}azepan-2-one